Tert-butyl (6-(2-(4-bromophenyl)-2-methylpropanoyl)pyridin-3-yl)carbamate BrC1=CC=C(C=C1)C(C(=O)C1=CC=C(C=N1)NC(OC(C)(C)C)=O)(C)C